5-(isopropoxymethylsulfanyl)-1-[3-(4H-1,2,4-triazol-3-yl)phenyl]pyrazolo[3,4-b]pyridine C(C)(C)OCSC=1C=C2C(=NC1)N(N=C2)C2=CC(=CC=C2)C2=NN=CN2